(Z)-2-(benzotriazol-1-yl)-N-methyl-3-[(4-methyl-5-oxo-2H-furan-2-yl)oxy]prop-2-enamide N1(N=NC2=C1C=CC=C2)\C(\C(=O)NC)=C/OC2OC(C(=C2)C)=O